CC(C)(C)NC(=O)C=1C=CC(=C2C=CN=CC12)C(=C)OCC N-(1,1-dimethylethyl)-5-(1-ethoxyethenyl)-8-isoquinolinecarboxamide